siloxyphosphonate [SiH3]OP([O-])([O-])=O